1-(1-fluoropropan-2-yl)-4-((5-phenylpyrimidin-2-yl)methyl)piperazine-2,3-dione FCC(C)N1C(C(N(CC1)CC1=NC=C(C=N1)C1=CC=CC=C1)=O)=O